4-(((S)-tert-butylsulfinyl)amino)-N-(3-chloro-4-fluorophenyl)-2-methyl-2,4,5,6,7,8-hexahydrocyclohepta[c]pyrrole-1-carboxamide C(C)(C)(C)[S@](=O)NC1CCCCC2=C(N(C=C21)C)C(=O)NC2=CC(=C(C=C2)F)Cl